2-N-[1-[4-(hydroxymethyl)cyclohexyl]-3-(5-methyl-2-pyridyl)pyrazol-4-yl]-5-[(1R,4R)-2-oxa-5-azabicyclo[2.2.1]heptan-5-yl]pyrazolol OCC1CCC(CC1)N1N=C(C(=C1)N1N=C(C=C1O)N1[C@H]2CO[C@@H](C1)C2)C2=NC=C(C=C2)C